S(=O)(=O)(O)C1=CC=C(C)C=C1.C(C1=CC=CC=C1)N[C@@H](CC(C)C)C(=O)O benzyl-leucine tosylate